4-formyl-2,2-dimethyloxazolidine-3-carboxylic acid tert-butyl ester C(C)(C)(C)OC(=O)N1C(OCC1C=O)(C)C